C(C)(C)(C)C=1C=C(N(N1)C1=CC(=CC=C1)CN1CCOCC1)NC(=O)NC1=C(C=C(C=C1)OC1=CC=NC2=C1OCC(N2)=O)SC 1-[5-tert-butyl-2-[3-(morpholinomethyl)phenyl]pyrazol-3-yl]-3-[2-methylsulfanyl-4-[(3-oxo-4H-pyrido[3,2-b][1,4]oxazin-8-yl)oxy]phenyl]urea